(R)-5-(3-((2-ethoxypropyl)amino)-4-nitrophenyl)-1,3-dimethylpyridin-2(1H)-one C(C)O[C@@H](CNC=1C=C(C=CC1[N+](=O)[O-])C=1C=C(C(N(C1)C)=O)C)C